(S)-3-Hydroxy-1-methyl-3-(1-(3-(4,4,5,5-tetramethyl-1,3,2-dioxaborolan-2-yl)phenyl)-1H-1,2,3-triazol-4-yl)pyrrolidin-2-one O[C@]1(C(N(CC1)C)=O)C=1N=NN(C1)C1=CC(=CC=C1)B1OC(C(O1)(C)C)(C)C